5-(4-chloro-2-fluorophenyl)-7-((2R)-2-(5-cyclopropyl-1,2,4-oxadiazol-3-yl)-4-morpholinyl)-2,3-dimethylpyrido[4,3-d]pyrimidin-4(3H)-one ClC1=CC(=C(C=C1)C1=NC(=CC=2N=C(N(C(C21)=O)C)C)N2C[C@@H](OCC2)C2=NOC(=N2)C2CC2)F